[Br-].BrC1=C(C2=C(N(C(N(C2=O)C=2N=NC(=CC2)OC)=O)CC2=C(C=CC=C2F)F)S1)COC(C[N+](C)(C)C)=O 2-((6-bromo-1-(2,6-difluorobenzyl)-3-(6-methoxypyridazin-3-yl)-2,4-dioxo-1,2,3,4-tetrahydrothieno[2,3-d]pyrimidin-5-yl)methoxy)-N,N,N-trimethyl-2-oxoethan-1-aminium bromide